(S)-3-cyclopropyl-1-((3,3-difluorocyclopentyl)methyl)-4-(trifluoromethyl)-1H-pyrazole-5-carboxylic acid C1(CC1)C1=NN(C(=C1C(F)(F)F)C(=O)O)C[C@@H]1CC(CC1)(F)F